1,4-bis-(diphenylphosphino)-butane C1(=CC=CC=C1)P(CCCCP(C1=CC=CC=C1)C1=CC=CC=C1)C1=CC=CC=C1